methyl L-serinate hydrochloride Cl.N[C@@H](CO)C(=O)OC